methacroyl-Choline chloride [Cl-].C(=O)(C(=C)C)OCC[N+](C)(C)C